tert-butyl 2,2-dimethyl-4-(1-oxo-1-((5-(2,4,6-trifluorophenoxy)pyrazin-2-yl)amino)propan-2-yl)piperazine-1-carboxylate CC1(N(CCN(C1)C(C(NC1=NC=C(N=C1)OC1=C(C=C(C=C1F)F)F)=O)C)C(=O)OC(C)(C)C)C